octadecyl-2,6-di-tert-butyl-4-methylphenol C(CCCCCCCCCCCCCCCCC)C=1C(=C(C(=CC1C)C(C)(C)C)O)C(C)(C)C